BrC1=CC=C(S1)S(=O)(=O)N1N=CC=C1 1-(5-bromothiophene-2-sulfonyl)-1H-pyrazole